C(C)OC[C@]1(CN(CC1)CC1=CN=C(C=C1C#N)OC)CCC1=CC=C(C=C1)F (R)-5-((3-(ethoxymethyl)-3-(4-fluorophenethyl)pyrrolidin-1-yl)methyl)-2-methoxy-isonicotinonitrile